tetrahydro-2H-pyrano[3,4-d]oxazole-3,6(6H)-dicarboxylate O1CN(C2C1CC(OC2)C(=O)[O-])C(=O)[O-]